4-[3-[1-(3-methyl-2-nitro-imidazol-4-yl)ethoxy]-5-(4-pyrazin-2-ylcyclohexoxy)-1,6-naphthyridin-7-yl]morpholine CN1C(=NC=C1C(C)OC=1C=NC2=CC(=NC(=C2C1)OC1CCC(CC1)C1=NC=CN=C1)N1CCOCC1)[N+](=O)[O-]